4-benzyloxy-2-[2-(3,4-difluoro-2-methyl-phenoxy)-3-quinolyl]-5-methyl-1,6-naphthyridine C(C1=CC=CC=C1)OC1=CC(=NC2=CC=NC(=C12)C)C=1C(=NC2=CC=CC=C2C1)OC1=C(C(=C(C=C1)F)F)C